FC1(C(C2=CC(=C=C=C12)OC=1C=C(C=C(C1)C#N)C#N)O)F 5-(8,8-difluoro-7-hydroxybicyclo[4.2.0]oct-1,3,5-triene-2-enyloxy)-1,3-dicyanobenzene